C[O-].[Ca+2].C[O-] Calcium methanolat